(2S,4S)-Methyl 4-((tert-butyldimethylsilyl)oxy)-5-oxopyrrolidine-2-carboxylate [Si](C)(C)(C(C)(C)C)O[C@H]1C[C@H](NC1=O)C(=O)OC